6-chloro-3H-spiro[benzofuran-2,4'-piperidine]-1'-carboxylic acid tert-butyl ester C(C)(C)(C)OC(=O)N1CCC2(CC1)OC1=C(C2)C=CC(=C1)Cl